14,17-Dihydroxytriacontanoic acid OC(CCCCCCCCCCCCC(=O)O)CCC(CCCCCCCCCCCCC)O